(S)-TERT-BUTYL 5-(((1R,2R)-2-(ALLYL(4-METHOXYBENZYL)CARBAMOYL)CYCLOBUTYL)METHYL)-6'-CHLORO-3',4,4',5-TETRAHYDRO-2H,2'H-SPIRO[BENZO[B][1,4]OXAZEPINE-3,1'-NAPHTHALENE]-7-CARBOXYLATE C(C=C)N(C(=O)[C@H]1[C@@H](CC1)CN1C2=C(OC[C@]3(CCCC4=CC(=CC=C34)Cl)C1)C=CC(=C2)C(=O)OC(C)(C)C)CC2=CC=C(C=C2)OC